CC=1C=C(C=C(C1)C)C1NC=CC2=CC(=CC=C12)C(C)C 1-(3,5-dimethylphenyl)-6-isopropyl-1,2-dihydroisoquinoline